C(CCC)OC=1N=C(C2=C(N1)C(=CN2)CC2=CC=C(C=C2)CN2CC(C2)OC)N 2-butoxy-7-(4-((3-methoxyazetidin-1-yl)methyl)benzyl)-5H-pyrrolo[3,2-d]pyrimidin-4-amine